C1N(CC2C1CNC2)C=2N=NC(=CN2)C2=C(C=C(C=C2)C=2C=NNC2)O 2-[3-(hexahydropyrrolo[3,4-c]pyrrol-2(1H)-yl)-1,2,4-triazin-6-yl]-5-(1H-pyrazol-4-yl)phenol